4-methoxy-N-methylbenzamide 3-acetoxy-2-oxopropyl-acetate C(C)(=O)OCC(CCC(=O)O)=O.COC1=CC=C(C(=O)NC)C=C1